C(N)(=N)C1=NC=CC(=C1)C(=O)NC1CC2(C1)CC(C2)C=2OC1=C(N2)C=C(C=C1)Cl 2-Carbamimidoyl-N-[6-(5-chloro-1,3-benzoxazol-2-yl)spiro[3.3]heptan-2-yl]pyridine-4-carboxamide